9-ethyl-6,6-dimethyl-11-oxo-6,11-dihydro-5H-benzo[b]carbazole C(C)C1=CC2=C(C(C=3NC4=CC=CC=C4C3C2=O)(C)C)C=C1